OC[C@@H](C(=O)OC)NC(=O)OC1CCN(CC1)C(=O)OC(C)(C)C tert-butyl (s)-4-(((3-hydroxy-1-methoxy-1-oxopropan-2-yl)carbamoyl)oxy)piperidine-1-carboxylate